CN1C=NC2=CC=C(C(=C2C1=O)C)NC=1C(=C(C=C(C1)F)NS(=O)(=O)CCC)F N-(3-((3,5-dimethyl-4-oxo-3,4-dihydroquinazolin-6-yl)amino)-2,5-difluorophenyl)propane-1-sulfonamide